N-(3-amino-5-bromopyrazin-2-yl)-4-fluorobenzamide NC=1C(=NC=C(N1)Br)NC(C1=CC=C(C=C1)F)=O